3-[2-Bromo-3-fluoro-4-(4-methyl-6-oxo-4,5-dihydro-1H-pyridazin-3-yl)phenoxy]-2,2-difluoropropyl methanesulfonate CS(=O)(=O)OCC(COC1=C(C(=C(C=C1)C1=NNC(CC1C)=O)F)Br)(F)F